O=C([C@H](C[C@H]1C(NCC1)=O)NC(=O)[C@H]1N(C[C@H]2[C@@H]1CCC2)C(=O)C=2N=C(SC2)C(F)(F)F)COC(F)(F)F (1S,3aR,6aS)-N-((S)-3-oxo-1-((S)-2-oxopyrrolidin-3-yl)-4-(trifluoromethoxy)butan-2-yl)-2-(2-(trifluoromethyl)-thiazole-4-carbonyl)-octahydrocyclopenta[c]pyrrole-1-carboxamide